5-vinylpyrazine C(=C)C=1N=CC=NC1